C1=CC=CC2=C1CCCCC2N2CCNCC2 4-(6,7,8,9-tetrahydro-5H-benzo[7]annulen-5-yl)piperazin